monoiodo-phenylalanine methyl ester COC([C@@H](NI)CC1=CC=CC=C1)=O